NC1=NN(C(=C1)C1=CC(=C(C#N)C=C1)F)C1=CC(=CC=C1)C=1C=NN(C1)C 4-(3-amino-1-(3-(1-methyl-1H-pyrazol-4-yl)phenyl)-1H-pyrazol-5-yl)-2-fluorobenzonitrile